C(C1=CC=CC=C1)(=O)C1=CC(=CN1)S(=O)(=O)NC1=C(C=C(C=C1)C#N)F 5-benzoyl-N-(4-cyano-2-fluoro-phenyl)-1H-pyrrole-3-sulfonamide